3-(4-(2,3-dichloro-6-((2-(trimethylsilyl)ethoxy)methoxy)phenyl)-2-oxopyrrolidin-1-yl)-N-methoxypropionamide ClC1=C(C(=CC=C1Cl)OCOCC[Si](C)(C)C)C1CC(N(C1)CCC(=O)NOC)=O